NC1=C(C(=O)N=CN(C)C)C=C(N=C1Cl)Br 3-Amino-6-bromo-2-chloro-N-[(dimethylamino)methylene]isonicotinamide